ClC1=CC=C(C=C1)/C(=C\1/C(C(C2=CC=CC=C12)C1=CC=CC=C1)=O)/NC1=CC=CC=C1 (Z)-1-((4-chlorophenyl)(phenylamino)methylene)-3-phenyl-1,3-dihydro-2H-inden-2-one